C(#N)C(CCC(=O)O)(C)SCSSCCC 4-cyano-4-[[(propylthio)thiomethyl]thio]pentanoic acid